C[C@]12CC[C@H]3[C@H]([C@@H]1CCC2=O)/C(=N\\OCC(=O)O)/C=C4[C@@]3(CC[C@@H](C4)O)C The molecule is the 7-oxime of dehydroepiandrosterone, substituted on the oxime oxygen by a carboxymethyl group. It has a role as an immunological adjuvant. It is a ketoxime and a 3beta-hydroxy-Delta(5)-steroid. It derives from a dehydroepiandrosterone.